C(#C)[C@@]12[C@H](O[C@@H]([C@]2(O)C(C2=CC=C(C=C2)C)=O)C(O)C(C2=CC=C(C=C2)C)=O)O1 1,2-anhydro-2-C-ethynyl-3,5-bis(4-methyl-benzoyl)-α-D-ribofuranose